CNS(=O)(=O)C(C)C N-methylpropane-2-sulfonamide